(rac)-1-((dibenzamido)(2-fluoro-4-(trifluoromethyl)phenyl)methyl)cyclopropan-1-ol C(C1=CC=CC=C1)(=O)NC(C1(CC1)O)(C1=C(C=C(C=C1)C(F)(F)F)F)NC(C1=CC=CC=C1)=O